FC=1C(=C(C=CC1F)[C@@H]1[C@H](O[C@]([C@H]1CC)(C(F)(F)F)C)C(=O)NC1=CC(=NC=C1)C(=O)N)OC (2S,3R,4S,5R)-4-[[3-(3,4-difluoro-2-methoxy-phenyl)-4-ethyl-5-methyl-5-(trifluoromethyl)tetrahydrofuran-2-carbonyl]amino]pyridine-2-carboxamide